CC1=CN=C2N1CCN(C2)C(=O)[O-] 3-methyl-6,8-dihydro-5H-imidazo[1,2-a]pyrazine-7-carboxylate